BrC=1C(=NC=C(C1C1=NN(C=2C=CC=C(C12)N)C1OCCCC1)Br)C1CC1 (3,5-dibromo-2-cyclopropyl-4-pyridyl)-1-tetrahydropyran-2-yl-indazol-4-amine